2-chloro-5-{[(2,2-dimethylpropionyl)amino]methyl}-N-[1-(4-phenylbutyl)-1H-indazol-4-yl]benzamide ClC1=C(C(=O)NC2=C3C=NN(C3=CC=C2)CCCCC2=CC=CC=C2)C=C(C=C1)CNC(C(C)(C)C)=O